(5-fluoropyridin-2-yl)-3-hydroxybut-2-en-1-one FC=1C=CC(=NC1)C(C=C(C)O)=O